C(C=CC1=CC=CC=C1)(=O)OC1=CC2=CC=C(C(=C2C(=C1)C1=C(C=2N=C(N=C(C2C=N1)N1CCOCCC1)OC[C@]12CCCN2C[C@@H](C1)F)F)C#C)F 5-ethynyl-6-fluoro-4-(8-fluoro-2-(((2R,7aS)-2-fluorotetrahydro-1H-pyrrolizin-7a(5H)-yl)methoxy)-4-(1,4-oxazepan-4-yl)pyrido[4,3-d]pyrimidin-7-yl)naphthalen-2-yl cinnamate